C1(CCCCC1)C1=CC=C(C=C1)C1=CC=C(C=C1)N(C1=CC=2C3(C4=CC=CC=C4C2C=C1)CCCCC3)C3=CC=C(C=C3)C3CCCCC3 N-[(4'-cyclohexyl)-1,1'-biphenyl-4-yl]-N-(4-cyclohexylphenyl)-N-(spiro[cyclohexane-1,9'-[9H]-fluoren]-2'-yl)amine